C(C)(C)(C)OC([C@H]([C@@H](C1=CC=C(C=C1)S(=O)(=O)C)O)N)=O (2S,3R)-2-amino-3-hydroxy-3-(4-methylsulfonylphenyl)propionic acid tert-butyl ester